ClC=1C=C2CCN([C@H](C2=C(C1)Cl)C)C(=O)[C@H]1CN(CCO1)C1=CN=CC2=C(N=CC=C12)OC ((S)-6,8-dichloro-1-methyl-3,4-dihydroisoquinolin-2(1H)-yl)((R)-4-(8-methoxy-2,7-naphthyridin-4-yl)morpholin-2-yl)methanone